C(C)(C)(C)[Si](OC=1C(=C2CC[C@@](OC2=C(C1C)C)(CCC=C(C)C)C)C)(C)C (S)-tert-butyldimethyl-((2,5,7,8-tetramethyl-2-(4-methylpent-3-en-1-yl)chroman-6-yl)oxy)silane